ClC1=CC(=C(C(=O)[O-])C=C1F)C=1N(C(=C(C1)C(=O)NC1=CC=C(C=C1)C#N)C)C 4-chloro-2-(4-{[(4-cyanophenyl) amino] carbonyl}-1,5-dimethyl-1H-pyrrol-2-yl)-5-fluorobenzoate